2,4,6-trimethylbenzoyl-ethoxy-phenyl-phosphorus oxide CC1=C(C(=O)P(C2=CC=CC=C2)(OCC)=O)C(=CC(=C1)C)C